ClC=1N=C2C(=NC1C1OCCC(C1)S(=O)(=O)N)N(C(=N2)C2=NC(=CC=C2)OCC)C2=C(C=CC=C2OC)OC (5-chloro-1-(2,6-dimethoxyphenyl)-2-(6-ethoxypyridin-2-yl)-1H-imidazo[4,5-b]pyrazin-6-yl)tetrahydro-2H-pyran-4-sulfonamide